FC(C(=O)O)(F)F.COC1=C2C(=NC=C1)C(OC(O2)(C)C)=O 8-methoxy-2,2-dimethyl-4H-[1,3]dioxino[5,4-b]pyridin-4-one 2,2,2-trifluoroacetate